FC(C=1OC(=CN1)C=O)(F)F (2-(trifluoromethyl)oxazol-5-yl)methanone